ClC1=C(C=NC2=C(C=CC=C12)C1=CC(=CC(=C1)Cl)Cl)C(=O)N[C@H]1CCOC2=CC=CC=C12 4-chloro-8-(3,5-dichlorophenyl)-N-[(4S)-3,4-dihydro-2H-chromen-4-yl]Quinoline-3-carboxamide